[C@@H]1([C@H](O)[C@H](O)[C@@H](O)[C@@H](O1)C)O[C@H]1[C@@H](O[C@H]([C@@H]([C@H]1O)O)C)C(C(=O)O)(C(CCCCCCCCCCC)O)C(CC(CCCCCCCCCCC)O)=O α-L-rhamnopyranosyl-(1-2)-α-L-rhamnopyranosyl-3-hydroxytetradecanoyl-3-hydroxytetradecanoic acid